C(C)N1CCC(CC1)C1=NC2=CC=C(N=C2C=C1)C=1C=C2C=C(NC2=CC1OC)C 2-(1-Ethylpiperidin-4-yl)-6-(6-methoxy-2-methylindol-5-yl)-1,5-naphthyridine